BrC=1C=NN(C1)[C@H]1[C@@H](CC1)O (1r,2r)-2-(4-bromo-1H-pyrazol-1-yl)cyclobutanol